ClC1=CC(=C(COC2=NC=3CN(CCC3C=C2C(F)(F)F)C(=O)OC(C)(C)C)C=C1)F tert-butyl 2-((4-chloro-2-fluorobenzyl) oxy)-3-(trifluoromethyl)-5,8-dihydro-1,7-naphthyridine-7(6H)-carboxylate